ClC1=NN2C(N=CC3=C2[C@@](CN3C(=O)NC3=NC(=C(C=C3)N3N=CC=N3)NC)(C(F)(F)F)C)=C1 (R)-2-chloro-8-methyl-N-(6-(methylamino)-5-(2H-1,2,3-triazol-2-yl)pyridin-2-yl)-8-(trifluoromethyl)-7,8-dihydro-6H-pyrazolo[1,5-a]pyrrolo[2,3-e]pyrimidine-6-carboxamide